C(C)(C)(C)OC(=O)N[C@@H](C(=O)OC)CCCO methyl (R)-2-((tert-butoxycarbonyl) amino)-5-hydroxypentanoate